C(CCCCC)C(CC(=O)OCCCCCC(CCCCCOC(CN(C)C(CC(CCCCCCCC)CCCCCC)=O)=O)N(C)CCCCO)CCCCCCCC 11-((N-(3-Hexylundecanoyl)-N-methylglycyl)oxy)-6-((4-hydroxybutyl)(methyl)-amino)undecyl 3-hexylundecanoate